difluorophosphinic acid lithium salt [Li+].FP([O-])(=O)F